12-methyl-1,11,20-triazatricyclo[11.5.2.0^{16,19}]icosa-3,13(20),14,16(19),17-pentaen-10-one CC1NC(CCCCCC=CCN2C=CC=3C=CC1=NC23)=O